ClC=1C(=NN(C1NC(=O)N[C@@H]1CN(C[C@H]1C1=CC=CC=C1)CCOC)C1=CC=CC=C1)C=1C=NN(C1)C 1-(4-chloro-1'-methyl-1-phenyl-1h,1'h-[3,4'-bipyrazole]-5-yl)-3-((3s,4r)-4-phenyl-1-(2-methoxyethyl)pyrrolidin-3-yl)urea